1-(2-tert-butylcyclohexyl)oxybutan C(C)(C)(C)C1C(CCCC1)OCCCC